C(C)(C)(C)C=1C=C(CCC(=O)O)C=C(C1O)C(C)(C)C.S(C=C)C=C thiodiethylene (3,5-di-tert-butyl-4-hydroxy hydrocinnamate)